CC(C)(C#C)OC1OCCCC1 2-[(2-Methylbut-3-yn-2-yl)oxy]oxane